C1(CC1)N1N=C(N=C1C1CCOCC1)C=1C=C(C=NC1)[C@@](O)(C1=CC=C(C=C1)C(C)C)C1(CN(C1)C)C (R)-{5-[1-cyclopropyl-5-(tetrahydro-pyran-4-yl)-1H-[1,2,4]triazol-3-yl]-pyridin-3-yl}-(1,3-dimethyl-azetidin-3-yl)-(4-isopropyl-phenyl)-methanol